CC1(OC2=C(C1)C=CC=C2O)C 2,3-dihydro-2,2-dimethyl-7-hydroxy-benzofuran